(2-(5-(2-methoxyquinolin-6-yl)pyridin-3-yl)-2,6-diazaspiro[3.4]octane-6-yl)(1-methyl-1H-pyrazol-4-yl)methanone COC1=NC2=CC=C(C=C2C=C1)C=1C=C(C=NC1)N1CC2(C1)CN(CC2)C(=O)C=2C=NN(C2)C